[C@H]12N(C[C@H](NC1)C2)C=2C=CC(=C(C(=O)NC1(CC1)C1=CC(=NC3=CC=CC=C13)C=1C=NN(C1)C)C2)C |o1:0,3| rel-5-((1R,4R)-2,5-diazabicyclo[2.2.1]heptan-2-yl)-2-methyl-N-(1-(2-(1-methyl-1H-pyrazol-4-yl)quinolin-4-yl)cyclopropyl)benzamide